NC=1C(NC2=C(C=C(C=C2C1C1=C2C=NNC2=C(C=C1)Cl)Cl)C1CC1)=O 3-Amino-6-chloro-4-(7-chloro-1H-indazol-4-yl)-8-cyclopropyl-1H-quinolin-2-one